C(C)(C)(C)C1=NC(=NO1)C(=O)NCC1=C(C=C(C=C1)C1=NC=NN2C1=CC(=C2)C(=O)OC)C methyl 4-(4-((5-(tert-butyl)-1,2,4-oxadiazole-3-carboxamido)methyl)-3-methylphenyl)pyrrolo[2,1-f][1,2,4]triazine-6-carboxylate